(4-ethyl-5-methyl-6,8-dihydro-7H-pyrrolo[3,4-e][1,2,4]triazolo[1,5-a]pyridin-7-yl)(1-(2-(trifluoromethyl)pyridin-4-yl)pyrrolidin-3-yl)methanone C(C)C=1C=2N(C3=C(C1C)CN(C3)C(=O)C3CN(CC3)C3=CC(=NC=C3)C(F)(F)F)N=CN2